BrC1=NN(C(=C1)C(=O)NC1=C(C=C(C=C1C(NCC1CC1)=O)Cl)Br)C1=NC=CC=C1Cl 3-Bromo-N-(2-bromo-4-chloro-6-(cyclopropylmethylcarbamoyl)phenyl)-1-(3-chloropyridin-2-yl)-1H-pyrazole-5-carboxamide